N-(6-(6-chloro-3-fluoro-2-(hydroxymethyl)phenyl)imidazo[1,2-a]pyridin-2-yl)cyclopropanecarboxamide ClC1=CC=C(C(=C1C=1C=CC=2N(C1)C=C(N2)NC(=O)C2CC2)CO)F